ClC=1NC(=CN1)Cl 2,5-dichloro-1H-imidazole